5-(pyridine-3-sulfonylamino)-1,3-thiazole-4-carboxylic acid N1=CC(=CC=C1)S(=O)(=O)NC1=C(N=CS1)C(=O)O